3-ethyl-7-vinyl-1H-1,6-naphthyridin-2-one C(C)C=1C(NC2=CC(=NC=C2C1)C=C)=O